(1,4-Dioxaspiro[4.5]decan-8,8-diyl)bis(methylene)bis(4-methylbenzenesulfonate) O1CCOC12CCC(CC2)(CC2=C(C=CC(=C2)C)S(=O)(=O)[O-])CC2=C(C=CC(=C2)C)S(=O)(=O)[O-]